C(CC(O)(C(=O)[O-])CC(=O)[O-])(=O)OC(CCCCCCC)=O caprylyl citrate